(4-(benzo[b]thiophen-4-yl)-1-(4-((2-oxo-1,2-dihydroquinolin-7-yl)oxy)butyl)piperazin-1-ium-1-yl)methyl (3-hydroxypropyl) phosphate P(=O)(OC[N+]1(CCN(CC1)C1=CC=CC=2SC=CC21)CCCCOC2=CC=C1C=CC(NC1=C2)=O)(OCCCO)[O-]